7-((3S,4R)-4-((4-chlorophenyl)amino)-3-methylpiperidin-1-yl)-2,4-dimethyl-5-oxo-4,5-dihydrothiazolo[5,4-b]pyridine-6-carbonitrile ClC1=CC=C(C=C1)N[C@H]1[C@H](CN(CC1)C=1C2=C(N(C(C1C#N)=O)C)SC(=N2)C)C